O=C1NC(CCC1C1=C(C=C(C=C1F)N1C[C@H](N(CC1)C1=NC=C(C=N1)C=O)C)F)=O 2-((2R)-4-(4-(2,6-dioxopiperidin-3-yl)-3,5-difluorophenyl)-2-methylpiperazin-1-yl)pyrimidine-5-carbaldehyde